CS(=O)C=1C=C(N)C=CC1 3-methylsulfinylaniline